CN(C1CN2C(NC(C3=CC(=CC(=C23)SC1)C(F)(F)F)=O)=O)CC(F)(F)F 3-(methyl(2,2,2-trifluoroethyl)amino)-10-(trifluoromethyl)-3,4-dihydro-2H,6H-[1,4]thiazepino[2,3,4-ij]quinazoline-6,8(7H)-dione